C(C1=CC=CC=C1)(=O)N1[C@@H]([C@H](CC1)OC(C1=C(C=CC=C1)C1=CC=C(C=C1)[N+](=O)[O-])=O)C 4-Nitrophenyl-benzoic acid (2R,3S)-1-benzoyl-2-methylpyrrolidin-3-yl ester